N1(C=NC=C1)C=1N=C(N2C1C(N(CC2)C(=O)C2=CC=C(C=C2)F)C)C2=NC(=NS2)C (1-(1H-imidazol-1-yl)-8-Methyl-3-(3-methyl-1,2,4-thiadiazol-5-yl)-5,6-dihydroimidazo[1,5-a]pyrazin-7(8H)-yl)(4-fluorophenyl)methanone